N1CC(C1)N1CN(S(C2=C1C=C(C=C2)Cl)(=O)=O)[C@@H]([C@H](C)C2=C(C(=CC=C2F)C)C)C2=NN=CO2 5-((1S,2R)-1-(4-(azetidin-3-yl)-6-chloro-1,1-dioxido-3,4-dihydro-2H-benzo[e][1,2,4]thiadiazin-2-yl)-2-(6-fluoro-2,3-dimethylphenyl)propyl)-1,3,4-oxadiazol